((1S,1aS,6bS)-5-((7-oxo-5,6,7,8-tetrahydro-1,8-naphthyridin-4-yl)oxy)-1a,6b-dihydro-1H-cyclopropa[b]benzofuran-1-yl)-3-(2,4,5-trifluorophenyl)urea O=C1CCC=2C(=CC=NC2N1)OC=1C=CC2=C([C@@H]3[C@H](O2)[C@H]3NC(=O)NC3=C(C=C(C(=C3)F)F)F)C1